CN(C(CCN)=O)C N,N-dimethyl-beta-alanine amide